C1(=CC=CC=C1)C1=NC=NC(=C1)C1=CC=CC=C1 4,6-Diphenylpyrimidin